N-((5-(5-(difluoromethyl)-1,3,4-oxadiazol-2-yl)pyridin-2-yl)methyl)-1-(3-(dimethylamino)propanoyl)-3-fluoro-N-phenylazetidine-3-carboxamide FC(C1=NN=C(O1)C=1C=CC(=NC1)CN(C(=O)C1(CN(C1)C(CCN(C)C)=O)F)C1=CC=CC=C1)F